6-amino-1,4-dimethylquinolin NC=1C=C2C(=CCN(C2=CC1)C)C